3-(1-((2-aminoethyl)(ethyl)amino)ethyl)-4-fluorobenzonitrile NCCN(C(C)C=1C=C(C#N)C=CC1F)CC